(1r,4r)-N1-(6-(5-(cyclopropylmethyl)-1-methyl-1H-pyrazol-4-yl)pyrimidin-4-yl)cyclohexane-1,4-diamine C1(CC1)CC1=C(C=NN1C)C1=CC(=NC=N1)NC1CCC(CC1)N